tert-butyl 6-(4-(2-chloro-5-methoxyphenyl)-3-cyano-6-((4-methylthiazol-5-yl) methyl)-6,7-dihydro-5H-pyrrolo[3,4-b]pyridin-2-yl)-2,6-diazaspiro[3.4]octane-2-carboxylate ClC1=C(C=C(C=C1)OC)C1=C2C(=NC(=C1C#N)N1CC3(CN(C3)C(=O)OC(C)(C)C)CC1)CN(C2)CC2=C(N=CS2)C